[Cl-].C[N+](C)(C)CC1=CC=CC=C1 N,N,N-trimethyl-(phenyl)methylammonium chloride